4-amino-N,N-diethyl-aniline NC1=CC=C(N(CC)CC)C=C1